N-(3-chloro-5-(methylsulfonamido)phenyl)-4-(5-fluoro-3-(oxazol-5-yl)pyridin-2-yl)-5-methylthiophene-2-carboxamide ClC=1C=C(C=C(C1)NS(=O)(=O)C)NC(=O)C=1SC(=C(C1)C1=NC=C(C=C1C1=CN=CO1)F)C